BrC1=CC=C2CN(C(C2=C1)=O)CC1CC1 6-bromo-2-(cyclopropylmethyl)-2,3-dihydro-1H-isoindol-1-one